(S)-(4-(difluoromethyl)-2-(2-hydroxypropan-2-yl)oxazol-5-yl)(4-(5-methylbenzo[d]oxazol-2-yl)-6,7-dihydro-1H-imidazo[4,5-c]pyridin-5(4H)-yl)methanone FC(C=1N=C(OC1C(=O)N1[C@@H](C2=C(CC1)NC=N2)C=2OC1=C(N2)C=C(C=C1)C)C(C)(C)O)F